N-(2-Chlorothiazol-5-yl)methyl-N-(2-hydroxyethyl)-6-methoxy-3-nitropyridine-2-amine ClC=1SC(=CN1)CN(C1=NC(=CC=C1[N+](=O)[O-])OC)CCO